2-(2-(5-bromo-3-((5S,6S)-3-oxo-5,6-diphenyl-3,4,5,6-tetrahydropyrazin-2-yl)-1H-indol-1-yl)acetyl)-N-(3-chlorophenyl)hydrazine BrC=1C=C2C(=CN(C2=CC1)CC(=O)NNC1=CC(=CC=C1)Cl)C1=N[C@H]([C@@H](NC1=O)C1=CC=CC=C1)C1=CC=CC=C1